ClC1=C(C=C(C=C1NC1=NC=2N(C(=N1)NC1CC1)N=CC2C#N)C#N)N2CCN(CC2)C(=O)OC Methyl 4-(2-chloro-5-cyano-3-{[8-cyano-4-(cyclopropylamino)pyrazolo[1,5-a][1,3,5]triazin-2-yl]amino}phenyl)piperazine-1-carboxylate